ClC1=NC2=CC(=C(C=C2C(=N1)NC1CCC(CC1)N1CCCCC1)OC)OC 2-chloro-6,7-dimethoxy-N-((1s,4s)-4-(piperidin-1-yl)cyclohexyl)quinazolin-4-amine